N-[[6-[2-(4-pyridyl)acetyl]-6-azaspiro[2.5]octan-2-yl]methyl]-1H-pyrrolo[3,2-c]pyridine-2-carboxamide N1=CC=C(C=C1)CC(=O)N1CCC2(C(C2)CNC(=O)C2=CC=3C=NC=CC3N2)CC1